O1C(NC2=C1C=C(C=C2)C(=O)O)=O benzoxazol-2-one-6-carboxylic acid